3-(5-methylisothiazol-3-yl)prop-2-en-1-one CC1=CC(=NS1)C=CC=O